6-chloro-9-isopropyl-2-methoxyisoxazolo[5,4-h]quinazoline ClC=1C=C2C=NC(=NC2=C2C1ON=C2C(C)C)OC